C1(CCCC(=O)O1)=O RAC-glutaric anhydride